C(C)OC(=O)C1=C(N=C(S1)NC1=NC(=CC(=N1)N1CCNCC1)NCC1=CC=C(C=C1)C=1N=NSC1)C 4-Methyl-2-[[4-(1-piperazinyl)-6-[[[4-(1,2,3-thiadiazol-4-yl)phenyl]methyl]amino]-2-pyrimidinyl]amino]-5-thiazolecarboxylic acid ethyl ester